C(C)N1\C(\NC(=C1)C(=O)O)=N/P(=O)(OCC)OCC.C(=O)(OCC1C2=CC=CC=C2C2=CC=CC=C12)N(CC(=O)O)CC1=C(C=C(C=C1)OC)OC Fmoc-2,4-dimethoxybenzyl-glycine Ethyl-(Z)-2-((diethoxyphosphoryl)imino)-2,3-dihydro-1H-imidazole-4-carboxylate